O=C1C=C2C(=NN1)C=CN2 oxo-3,5-dihydro-2H-pyrrolo[3,2-c]pyridazine